ClC1=CC=C2C(=N1)SC(=C2)CO (6-chlorothieno[2,3-b]pyridin-2-yl)methanol